C(#N)C1=C(OC=2C=C3C(N(C=NC3=CC2)C2CCN(CC2)C(=O)OC(C)(C)C)=O)C(=CC=C1F)F tert-butyl 4-[6-(2-cyano-3,6-difluoro-phenoxy)-4-oxo-quinazolin-3-yl]piperidine-1-carboxylate